tertbutyl (5-(cyclobutylamino)-6-methylpyridin-2-yl)carbamate C1(CCC1)NC=1C=CC(=NC1C)NC(OC(C)(C)C)=O